NC(CC(=O)O)C(NC(COC(C=C)=O)C)=O 3-Amino-3-{[1-(prop-2-enoyloxy)propan-2-yl]carbamoyl}propanoic acid